C(C)(=O)NC1=NC=CC(=C1)C1=C(N=C(N1COCC[Si](C)(C)C)SC)C1=C(C=CC=C1)NC(C1=CC=CC=C1)=O N-(2-(5-(2-acetamidopyridin-4-yl)-2-(methylthio)-1-((2-(trimethylsilyl)ethoxy)methyl)-1H-imidazol-4-yl)phenyl)benzamide